N-(3-bromo-2-fluorophenyl)-2,5-dichloro-3-(2-hydroxypropan-2-yl)benzenesulfonamide BrC=1C(=C(C=CC1)NS(=O)(=O)C1=C(C(=CC(=C1)Cl)C(C)(C)O)Cl)F